4-butyl-1,3-oxazolin-5-one C(CCC)C1N=COC1=O